tert-butyl 3-(1-(benzyloxy)-3-((3aS,4R,6R)-3a,5,5-trimethylhexahydro-4,6-methanobenzo[d][1,3,2]dioxaborolan-2-yl)propan-2-yl)-2-((tert-butoxycarbonyl)oxy)-6-(isopropoxymethyl)benzoate C(C1=CC=CC=C1)OCC(CB1O[C@@]2(C(O1)C[C@@H]1C([C@H]2C1)(C)C)C)C=1C(=C(C(=O)OC(C)(C)C)C(=CC1)COC(C)C)OC(=O)OC(C)(C)C